N-(3-(5-(3,3-difluorocyclobutyl)-1,2,4-oxadiazol-3-yl)-2,5-difluoro-6-methylphenyl)imidazo[1,2-a]pyridine-3-carboxamide FC1(CC(C1)C1=NC(=NO1)C=1C(=C(C(=C(C1)F)C)NC(=O)C1=CN=C2N1C=CC=C2)F)F